C1(=CC=CC=C1)C(C1=CC=CC=C1)F Diphenylmethyl fluoride